6-ethyl-5-(7-fluoro-2-methylquinolin-8-yl)pyridin-2-amine C(C)C1=C(C=CC(=N1)N)C=1C(=CC=C2C=CC(=NC12)C)F